2-azidobut-3-en-1-yl-2-(4-bromophenyl)-2-diazoacetate N(=[N+]=[N-])C(COC(C(=[N+]=[N-])C1=CC=C(C=C1)Br)=O)C=C